C(C)(C)(C)OC(=O)N1[C@@H](C[C@@H](C1)OC1=NC=C(C=C1)C(F)(F)F)C(=O)O (2s,4s)-1-(tert-butoxycarbonyl)-4-(5-(trifluoromethyl)pyridin-2-yloxy)pyrrolidine-2-carboxylic acid